C1(C=CC(N1CC(=O)ON1C(CCC1=O)=O)=O)=O N-(α-maleimidylacetoxy)-succinimide